(S)-2-((1-(2-(isoindolin-2-yl)-3,7-dimethyl-4-oxo-4H-pyrido[1,2-a]pyrimidin-9-yl)ethyl)amino)benzoic acid C1N(CC2=CC=CC=C12)C=1N=C2N(C(C1C)=O)C=C(C=C2[C@H](C)NC2=C(C(=O)O)C=CC=C2)C